calcium-gallium-molybdenum [Mo].[Ga].[Ca]